tert-butyl (2S)-2-[(7-benzyl-4-methoxy-6,8-dihydro-5H-pyrido[3,4-d]pyrimidin-2-yl)oxymethyl]pyrrolidine-1-carboxylate C(C1=CC=CC=C1)N1CC=2N=C(N=C(C2CC1)OC)OC[C@H]1N(CCC1)C(=O)OC(C)(C)C